FC1=CC=CC=2N=C(OC21)C2=CC=C(C=C2)NC(=O)C2CC1CCC(C2)O1 N-[4-(7-Fluoro-1,3-benzoxazol-2-yl)phenyl]-8-oxabicyclo[3.2.1]octan-3-carboxamid